4-chloro-5-(difluoromethoxy)-2-fluoro-aniline ClC1=CC(=C(N)C=C1OC(F)F)F